Cl.C(C)(C)(C)OC(=O)N([C@@H](CC(C)C)C(=O)N1[C@H](CN(CC1)CCCO)C(=O)O)C (R)-1-(N-(tert-Butoxycarbonyl)-N-methyl-L-leucyl)-4-(3-hydroxypropyl)piperazine-2-carboxylic acid hydrochloride